C1=C2C(C=NN1)=CNC=C2 2,6-dihydropyrido[3,4-d]Pyridazine